(S)-5-(((tert-butylsulfinyl)amino)methyl)-N-hydroxy-2-(trifluoromethyl)thiophene-3-carboximidamide C(C)(C)(C)[S@](=O)NCC1=CC(=C(S1)C(F)(F)F)C(NO)=N